1-(4-(4-amino-7-cyclopropyl-7H-pyrrolo[2,3-d]pyrimidin-5-yl)-2-fluorophenyl)-3-(6-((1-methylpiperidin-4-yl)oxy)-5-(trifluoromethyl)pyridin-3-yl)urea NC=1C2=C(N=CN1)N(C=C2C2=CC(=C(C=C2)NC(=O)NC=2C=NC(=C(C2)C(F)(F)F)OC2CCN(CC2)C)F)C2CC2